BrC(C=1C=C(C(=NC1)C(=O)OCC)C(=O)OCC)Br diethyl 5-dibromomethylpyridine-2,3-dicarboxylate